6-[8-(1,3-benzothiazol-2-ylcarbamoyl)-3,4-dihydroisoquinolin-2(1H)-yl]-3-{1-[2-(pyridin-4-ylmethoxy)benzyl]-1H-pyrazol-4-yl}pyridine-2-carboxylic acid S1C(=NC2=C1C=CC=C2)NC(=O)C=2C=CC=C1CCN(CC21)C2=CC=C(C(=N2)C(=O)O)C=2C=NN(C2)CC2=C(C=CC=C2)OCC2=CC=NC=C2